FC1=CC=C(C=C1)[C@@H]1N(CCC2=CC=CC=C12)C(=O)[C@H]1C[C@H]2[C@@H](N(CCN2)C(C)=O)CO1 1-((4aR,7R,8aS)-7-((S)-1-(4-fluorophenyl)-1,2,3,4-tetrahydroisoquinoline-2-carbonyl)octahydro-4H-pyrano[3,4-b]pyrazin-4-yl)ethan-1-one